N-((1R,2S)-2-aminocyclopentyl)-4-(7H-pyrrolo[2,3-d]pyrimidin-4-yl)-3,4-dihydro-2H-1,4-thiazine-6-carboxamide hydrochloride Cl.N[C@@H]1[C@@H](CCC1)NC(=O)C1=CN(CCS1)C=1C2=C(N=CN1)NC=C2